C(C=C)(=O)N1C[C@@H](N(C[C@H]1C)C1=NC(N2C3=C(C(=C(C=C13)Cl)C1=C(C=C(C=C1)F)F)OC[C@@H]2CCCN2CCOCC2)=O)C (3S)-7-((2S,5R)-4-acryloyl-2,5-dimethylpiperazin-1-yl)-9-chloro-10-(2,4-difluorophenyl)-3-(3-morpholinopropyl)-2,3-dihydro-5H-[1,4]oxazino[2,3,4-ij]quinazolin-5-one